Cl.CC(N)C1CC1 α-methyl-cyclopropanemethanamine hydrochloride